methyl (2R)-2-(4-{2-chloro-3-[(8-cyano-4-{cyclopropyl[(4-methoxyphenyl)methyl]amino}pyrazolo[1,5-a][1,3,5]triazin-2-yl)amino]-5-(difluoromethoxy)phenyl}piperazin-1-yl)propanoate ClC1=C(C=C(C=C1NC1=NC=2N(C(=N1)N(CC1=CC=C(C=C1)OC)C1CC1)N=CC2C#N)OC(F)F)N2CCN(CC2)[C@@H](C(=O)OC)C